COC(C1=CN=CC(=C1)C(N[C@H](C(=O)NC=1C(N(C=CC1)CC(=O)NC1C2CC3CC(CC1C3)C2)=O)CC\C=C\C(=O)OC)=O)=O (S,E)-Methyl-5-(1-(1-(2-(2-adamantylamino)-2-oxoethyl)-2-oxo-1,2-dihydropyridin-3-ylamino)-7-methoxy-1,7-dioxohept-5-en-2-ylcarbamoyl)nicotinat